C1(=CC=CC=C1)C=1C(=C(C(=C(C1C=O)O)C1=CC=CC=C1)C1=CC=CC=C1)C1=CC=CC=C1 tetraphenyl-salicylaldehyde